7-(5-acrylamido-2-chlorophenyl)-2-(4-phenoxyphenyl)-4,5,6,7-tetrahydropyrazolo[1,5-a]pyrimidine-3-carboxamide C(C=C)(=O)NC=1C=CC(=C(C1)C1CCNC=2N1N=C(C2C(=O)N)C2=CC=C(C=C2)OC2=CC=CC=C2)Cl